BrC(=C)C 2-bromo-1-propene